C(C)OC(=O)C=1C=NC2=NC(=CC=C2C1NCC1=CC=C(C=C1)CS(N)(=O)=O)OC 7-methoxy-4-[[4-(sulfamoylmethyl)phenyl]methylamino]-1,8-naphthyridine-3-carboxylic acid ethyl ester